3-Chloro-2,4,7-trimethyl-6,7-dihydro-5H-pyrrolo[3,4-b]pyridine TFA salt OC(=O)C(F)(F)F.ClC=1C(=C2C(=NC1C)C(NC2)C)C